CN1N=CC(=C1C1=CC=2N(C=C1)N=C(C2)NC2=NC(=NC=C2)C(F)(F)F)OC[C@@H]2N(CC2)C 5-[2-methyl-4-[[(2R)-1-methylazetidin-2-yl]methoxy]pyrazol-3-yl]-N-[2-(trifluoromethyl)pyrimidin-4-yl]pyrazolo[1,5-a]pyridin-2-amine